N(C(=O)N)CCCC(=O)O 4-UREIDO-BUTYRIC ACID